1-iodo-2-methyloctadecane ICC(CCCCCCCCCCCCCCCC)C